Allyl (S)-4-(4-(tert-butoxycarbonyl)-3-(cyanomethyl) piperazin-1-yl)-2-chloro-8-hydroxy-5,6-dihydroquinazoline-7-carboxylate C(C)(C)(C)OC(=O)N1[C@H](CN(CC1)C1=NC(=NC=2C(=C(CCC12)C(=O)OCC=C)O)Cl)CC#N